2-cycloheptene C1C=CCCCC1